BrC1=CC=C(C=C1)/C=C/C(=O)N1CCC2(CN2C(C2=CN=C(C=C2)OC)=O)CC1 (E)-3-(4-bromophenyl)-1-(1-(6-methoxynicotinoyl)-1,6-diazaspiro[2.5]octan-6-yl)prop-2-en-1-one